tridecyl-(2-methoxyethoxy)silane C(CCCCCCCCCCCC)[SiH2]OCCOC